N-((R)-1-(3-(difluoromethyl)-2-fluorophenyl)ethyl)-6-((S)-3-fluoropyrrolidin-1-yl)cinnolin-4-amine FC(C=1C(=C(C=CC1)[C@@H](C)NC1=CN=NC2=CC=C(C=C12)N1C[C@H](CC1)F)F)F